TRIS-Methylacryloxypropyltris(trimethylsiloxy)silane CC(CC(OC(C=C)=O)(C)C)[Si](O[Si](C)(C)C)(O[Si](C)(C)C)O[Si](C)(C)C